(thiobis-4,1-phenylene)bis(diphenylsulfonium) bis(hexafluorophosphate) F[P-](F)(F)(F)(F)F.F[P-](F)(F)(F)(F)F.S(C1=CC=C(C=C1)[S+](C1=CC=CC=C1)C1=CC=CC=C1)C1=CC=C(C=C1)[S+](C1=CC=CC=C1)C1=CC=CC=C1